C(C)C(C(=O)[O-])CCCC.C(C)C(C(=O)[O-])CCCC.C(C)C(C(=O)[O-])CCCC.[Bi+3] bismuth (III) tris(2-ethylhexanoate)